O=C(CC#N)N1CCN(CC1)CCC1=CC=CC=C1 3-oxo-3-[4-(2-phenylethyl)piperazin-1-yl]propionitrile